FC(C(=O)O)(F)F.C(C1=CC=CC=C1)NC1=NC(=NC=C1C)NC1=CC2=C(B(OC2)O)C=C1 5-((4-(benzylamino)-5-methylpyrimidin-2-yl)amino)benzo[c][1,2]oxaborol-1(3H)-ol trifluoroacetate